FC1(CC(CC1)C1(C(=CN=C(C1)NC1=NC(=NC=C1)C=1C=NN(C1)CC(F)F)C1=NC=C(C=C1)OC1CCN(CC1)C)N)F 4'-(3,3-Difluorocyclopentyl)-N6'-(2-(1-(2,2-difluoroethyl)-1H-pyrazol-4-yl)pyrimidin-4-yl)-5-((1-methylpiperidin-4-yl)oxy)-[2,3'-bipyridine]-4',6'-diamine